methyl 4-bromo-2-cyclopropyloxy-5-fluorobenzoate BrC1=CC(=C(C(=O)OC)C=C1F)OC1CC1